4-(3-methylmorpholin-4-yl)-6,7-dihydro-5H-pyrrolo[3,4-d]pyrimidine CC1N(CCOC1)C=1C2=C(N=CN1)CNC2